N-(4-bromo-2-carbamoyl-6-chloro-phenyl)-2-(3-chloro-2-pyridyl)-5-[[4-(trifluoromethyl)triazol-1-yl]methyl]pyrazole-3-carboxamide BrC1=CC(=C(C(=C1)Cl)NC(=O)C=1N(N=C(C1)CN1N=NC(=C1)C(F)(F)F)C1=NC=CC=C1Cl)C(N)=O